C1=CC=C(C(=C1)C=O)O o-hydroxybenzaldehyde